N-((1,2,3,5,6,7-hexahydro-s-indacen-4-yl)carbamoyl)-4-(hydroxymethyl)-5,6,7,8-tetrahydro-4H-5,8-ethanocyclohepta[b]furan-2-sulfonamide C1CCC2=C(C=3CCCC3C=C12)NC(=O)NS(=O)(=O)C1=CC2=C(O1)C1CCC(C2CO)CC1